BrC1=CC=C(C(=N1)C=NO)F 6-bromo-3-fluoro-2-pyridinaldoxime